FC1=C(C(=O)NC(C(=O)O)CC2=C3C=CC(=NC3=C(C=C2)C2=C(C=C(C=C2OC)COCC)OC)C)C(=CC=C1)F 2-(2,6-difluorobenzamido)-3-(8-(4-(ethoxymethyl)-2,6-dimethoxyphenyl)-2-methylquinolin-5-yl)propanoic acid